3-[2,6-dichloro-4-(2,6-diazaspiro[3.3]heptan-2-yl)benzoyl]-2,4-dihydro-1,3-benzoxazine ClC1=C(C(=O)N2COC3=C(C2)C=CC=C3)C(=CC(=C1)N1CC3(C1)CNC3)Cl